N-[7-benzyloxy-5-fluoro-6-(1,1,4-trioxo-1,2,5-thiadiazolidin-2-yl)-2-naphthyl]-2-[4-[1-(2,6-dioxo-3-piperidyl)-2-oxo-benzo[cd]indol-6-yl]phenyl]acetamide C(C1=CC=CC=C1)OC1=C(C(=C2C=CC(=CC2=C1)NC(CC1=CC=C(C=C1)C=1C=2C3=C(C(N(C3=CC1)C1C(NC(CC1)=O)=O)=O)C=CC2)=O)F)N2S(NC(C2)=O)(=O)=O